C(C)OC1=NC=CN=C1C 2-Ethoxy-3-methylpyrazin